FC1(OC2=C(O1)C=CC(=C2)C2=CC(=C(C(=C2)C(C)C)CC(=O)NS(=O)(=O)C2=CC=C(C=C2)CN(C)C)C(C)C)F 2-[4-(2,2-difluoro-1,3-benzodioxol-5-yl)-2,6-di(propan-2-yl)phenyl]-N-[4-[(dimethylamino)methyl]phenyl]sulfonylacetamide